tert-butyl 4-[[1-[3-(2-bromo-4-methylsulfonyl-phenoxy)-2-fluoro-phenyl]azetidin-3-yl]methyl]piperidine-1-carboxylate BrC1=C(OC=2C(=C(C=CC2)N2CC(C2)CC2CCN(CC2)C(=O)OC(C)(C)C)F)C=CC(=C1)S(=O)(=O)C